3-chloroisoquinoline-6-sulfonyl chloride ClC=1N=CC2=CC=C(C=C2C1)S(=O)(=O)Cl